4,4',4''-[(1,3,5-triazine-2,4,6-triyl)tris(imino)]trisbenzoic acid N1=C(N=C(N=C1NC1=CC=C(C(=O)O)C=C1)NC1=CC=C(C(=O)O)C=C1)NC1=CC=C(C(=O)O)C=C1